2,3,4-trimethyl-5,7-dihydro-6H-pyrrolo[3,4-b]Pyridine-6-carboxylic acid CC1=C(C(=C2C(=N1)CN(C2)C(=O)O)C)C